tert-Butyl N-(1-methyl-2,6-dioxo-3-piperidyl)carbamate CN1C(C(CCC1=O)NC(OC(C)(C)C)=O)=O